1-benzyl-N3-(pyridin-3-yl)-1H-1,2,4-triazole-3,5-diamine C(C1=CC=CC=C1)N1N=C(N=C1N)NC=1C=NC=CC1